CC1=NN=C2N1C1=CC(=CC=C1C(=N2)NC2=CC=CC=C2)C2=NNC=C2 methyl-N-phenyl-8-(1H-pyrazol-3-yl)-[1,2,4]triazolo[4,3-a]quinazolin-5-amine